3-[5-(propan-2-yl)-1,3-thiazol-2-yl]-5-[(3S)-tetrahydrofuran-3-ylmethoxy]-N-{(1R)-1-[6-(trifluoromethyl)pyridazin-3-yl]ethyl}benzamide CC(C)C1=CN=C(S1)C=1C=C(C(=O)N[C@H](C)C=2N=NC(=CC2)C(F)(F)F)C=C(C1)OC[C@@H]1COCC1